C(C=C)(=O)O.C(C=C)(=O)O.C(C=C)(=O)O.C(C=C)(=O)O.C(O)C(CCCCC)(CO)CO.C(O)C(CCCCC)(CO)CO di(trimethylolhexane) tetraacrylate